rac-3-methoxypiperidine hydrochloride Cl.CO[C@H]1CNCCC1 |r|